1-(2,6-difluorobenzyl)-5-methyl-6-(4-nitrophenyl)-3-(tetrahydro-2H-pyran-4-yl)thieno[2,3-d]pyrimidine-2,4(1H,3H)-dione FC1=C(CN2C(N(C(C3=C2SC(=C3C)C3=CC=C(C=C3)[N+](=O)[O-])=O)C3CCOCC3)=O)C(=CC=C1)F